bis[di-tert-butyl-(4-dimethylaminophenyl)phosphino]palladium (II) C(C)(C)(C)P(C1=CC=C(C=C1)N(C)C)(C(C)(C)C)[Pd]P(C(C)(C)C)(C(C)(C)C)C1=CC=C(C=C1)N(C)C